C1(=CC=CC=C1)S(=O)(=O)N1C=CC=2C1=NC(=C(C2)C(=O)NC=2SC(=NN2)OCC2=NC=C(C=C2)Cl)C2=C(C=CC=C2)OC 1-(benzenesulfonyl)-N-[5-[(5-chloropyridin-2-yl)methoxy]-1,3,4-thiadiazol-2-yl]-6-(2-methoxyphenyl)pyrrolo[2,3-b]pyridine-5-carboxamide